N1=CC(=CC=C1)CCN Pyridin-3-ylethylamine